FC1(CN(C1)C1=CC(=CC(=N1)NC(=O)C1=C(C=C(C=C1)NS(=O)(=O)CC(=O)OC)N1CCC2(CC2)CC1)C)F methyl 2-(N-(4-((6-(3,3-difluoroazetidin-1-yl)-4-methylpyridin-2-yl)carbamoyl)-3-(6-azaspiro[2.5]octan-6-yl)phenyl)sulfamoyl)acetate